N1C=C(C2=NC=CC=C21)CC2C(N(C(S2)=S)C)=O (Z)-5-((1H-pyrrolo[3,2-b]pyridin-3-yl)methyl)-3-methyl-2-thioxothiazolidin-4-one